N=1C=NN2C1C=C(C=C2)OC2=C(C=C(C=C2)NC2=NC=NN1C2=C(C=C1)C1CN(C1)C(\C=C\CNC)=O)C (E)-1-(3-(4-((4-([1,2,4]triazolo[1,5-a]pyridin-7-yloxy)-3-methylphenyl)amino)pyrrolo[2,1-f][1,2,4]triazin-5-yl)azetidin-1-yl)-4-(methylamino)but-2-en-1-one